The molecule is a nucleotide-sugar oxoanion obtained by deprotonation of the diphosphate OH groups of GDP-6-deoxy-alpha-D-altrose; major species at pH 7.3. It is a conjugate base of a GDP-6-deoxy-alpha-D-altrose. C[C@@H]1[C@H]([C@H]([C@@H]([C@H](O1)OP(=O)([O-])OP(=O)([O-])OC[C@@H]2[C@H]([C@H]([C@@H](O2)N3C=NC4=C3N=C(NC4=O)N)O)O)O)O)O